5-(2-furoyl)amino-3-(1,4,5,6,7,8,9-heptahydroquinolizin-2-yl)-benzothiophene O1C(=CC=C1)C(=O)NC=1C=CC2=C(C(=CS2)C=2CC3CCCCN3CC2)C1